C(C)(C)(C)OC(=O)N1CCC=C(C1)C1=C(C=C(C(=C1)OC)C(F)(F)F)OC 5-(2,5-dimethoxy-4-(trifluoromethyl)phenyl)-3,6-dihydropyridine-1(2H)-carboxylic acid tert-butyl ester